O=C1C(C(C1)(C(=O)[O-])C)N1CNC2=C(C1)C=CS2 oxo-1,4-dihydrothieno[2,3-d]pyrimidin-3(2H)-yl-1-methylcyclobutanecarboxylate